1-(7-(6-amino-4-methyl-3-(trifluoromethyl)pyridin-2-yl)-6-chloro-8-fluoro-2-(((2R,7aS)-2-fluorotetrahydro-1H-pyrrolizin-7a(5H)-yl)methoxy)quinazolin-4-yl)-3-methylpiperidin-3-ol NC1=CC(=C(C(=N1)C1=C(C=C2C(=NC(=NC2=C1F)OC[C@]12CCCN2C[C@@H](C1)F)N1CC(CCC1)(O)C)Cl)C(F)(F)F)C